FCC(CF)OCCCF 1,3-difluoro-2-(3-fluoro-propoxy)propane